C1(CC1)N1C(=C(C(C=C1)=O)C1=CC=C(C=C1)F)C(=O)O 1-cyclopropyl-3-(4-fluorophenyl)-4-oxo-1,4-dihydropyridine-2-carboxylic acid